1-(tert-butyl) 2-ethyl 1H-indole-1,2-dicarboxylate N1(C(=CC2=CC=CC=C12)C(=O)OCC)C(=O)OC(C)(C)C